4-(4-((2-oxo-1,2-dihydroquinolin-3-yl)methyl)phenyl)tetrahydro-2H-pyran-4-carbonitrile O=C1NC2=CC=CC=C2C=C1CC1=CC=C(C=C1)C1(CCOCC1)C#N